ClC1=NC=C(C(=N1)N)OCC chloro-5-ethoxypyrimidin-4-amine